N-(Cyclopropylmethyl)-4-(2-((5-fluoropyridin-2-yl)amino)-2-oxoethyl)-N-methyl-5-oxo-4,5-dihydropyrazolo[1,5-a]pyrido[3,2-e]pyrimidine-2-carboxamide C1(CC1)CN(C(=O)C1=NN2C(N(C(C3=C2N=CC=C3)=O)CC(=O)NC3=NC=C(C=C3)F)=C1)C